BrCC(=O)N[C@H]1CN([C@@H](C1)C)C#N 2-Bromo-N-((3R,5R)-1-cyano-5-methylpyrrolidin-3-yl)acetamide